OCC1CCC(C(O1)O)O 6-(hydroxymethyl)-tetrahydro-2H-pyran-2,3-diol